3-bromo-2-(methylamino)benzonitrile BrC=1C(=C(C#N)C=CC1)NC